FC([C@@H](C)NC(OC1CCCC1)=O)(C)F cyclopentyl ((R)-3,3-difluorobutan-2-yl)carbamate